C(C)(C)(C)OC([O-])=O tert-butylcarbonate